1-bromo-4-(3,3,3-trifluoroprop-1-en-2-yl)benzene BrC1=CC=C(C=C1)C(=C)C(F)(F)F